C(C)OC(=O)N[C@H](C(=O)N1[C@@H]([C@H]2C([C@H]2C1)(C)C)C(=O)O)C(C)(C)C (1R,2S,5S)-3-[(2S)-2-(Ethoxycarbonylamino)-3,3-dimethyl-butanoyl]-6,6-dimethyl-3-azabicyclo[3.1.0]hexane-2-carboxylic acid